(R)-(4-(3-(2,4-Difluoro-3-hydroxy-5-(trifluoromethyl)phenyl)-1-methyl-1H-pyrazolo[3,4-d]pyrimidin-6-yl)-3-methylpiperazin-1-yl)(phenyl)methanone FC1=C(C=C(C(=C1O)F)C(F)(F)F)C1=NN(C2=NC(=NC=C21)N2[C@@H](CN(CC2)C(=O)C2=CC=CC=C2)C)C